C(C)(C)(C)OC(=O)N1CC2C(C1)C=C(C2)C2=CC(=CC=1CCOC12)NC1=NC(=CC(=N1)C)NC tert-butyl-5-[5-[[4-methyl-6-(methylamino)pyrimidin-2-yl]amino]-2,3-dihydrobenzofuran-7-yl]-3,3a,6,6a-tetrahydro-1H-cyclopenta[c]pyrrole-2-carboxylate